CC1=NC=CC=C1C1=NC=NC(=C1)C(C)(C)C 4-(2-methylpyridin-3-yl)-6-tert-butylpyrimidine